(4-(4-methylpiperazin-1-yl)phenyl)methanol methyl-2-oxo-1,2-dihydropyridine-3-carboxylate CN1C(C(=CC=C1)C(=O)OCC1=CC=C(C=C1)N1CCN(CC1)C)=O